FC1=CC=C(OC[C@H]2N(C3CC([C@@H]2C)C3)C(=O)C=3N=C(SC3C3=NC=CC=C3)C)C=C1 (3S,4S)-3-[(4-Fluorophenoxy)methyl]-4-methyl-2-[2-methyl-5-(pyridin-2-yl)-1,3-thiazol-4-carbonyl]-2-azabicyclo[3.1.1]heptan